1-(4-((4-(2-cyano-6-(1H-imidazol-2-yl)pyridin-3-yl)piperidin-1-yl)methyl)pyridin-2-yl)-3-ethylurea C(#N)C1=NC(=CC=C1C1CCN(CC1)CC1=CC(=NC=C1)NC(=O)NCC)C=1NC=CN1